N-(1-(3-(2-(trifluoromethyl)pyridin-4-yl)-1,2,4-oxadiazol-5-yl)ethyl)cyclohexanecarboxamide FC(C1=NC=CC(=C1)C1=NOC(=N1)C(C)NC(=O)C1CCCCC1)(F)F